C(C)(=O)OCCCCC\C=C/CCCl (6Z)-9-chloro-6-nonenyl acetate